divinylbenzene phosphate P(=O)(O)(O)O.C(=C)C1=C(C=CC=C1)C=C